benzyl 4-(1,4-dioxa-8-azaspiro[4.5]decan-8-yl)indoline-1-carboxylate O1CCOC12CCN(CC2)C2=C1CCN(C1=CC=C2)C(=O)OCC2=CC=CC=C2